1-{8-[2-(1-Naphthyl)ethoxy]-1,2,3,4-tetrahydro-2-naphthalenyl}-3-azetidinecarboxylic acid C1(=CC=CC2=CC=CC=C12)CCOC=1C=CC=C2CCC(CC12)N1CC(C1)C(=O)O